(1R,3s,5S)-N-(6-(4-chloro-5-fluoro-2-(methoxymethoxy)phenyl)pyridazin-3-yl)-9-(4-methoxybenzyl)-N,1,5-trimethyl-9-azabicyclo[3.3.1]nonan-3-amine ClC1=CC(=C(C=C1F)C1=CC=C(N=N1)N(C1C[C@]2(CCC[C@@](C1)(N2CC2=CC=C(C=C2)OC)C)C)C)OCOC